C1(CCC1)CN[C@H]1CN(CCC1)C1=CC(N(N=C1)CN1N=NC(=C1)C=1C=NC=C(C1)OC)=O 5-[(3R)-3-(cyclobutylmethylamino)-1-piperidyl]-2-[[4-(5-methoxy-3-pyridyl)triazol-1-yl]methyl]pyridazin-3-one